OCC1CN(/C(/SC1)=N/C(=O)C1=CNC2=NC=CC=C21)C2=CC=CC=C2 (Z)-N-(5-(hydroxymethyl)-3-phenyl-1,3-thiazinan-2-ylidene)-1H-pyrrolo[2,3-b]pyridine-3-carboxamide